N-(1-cyclobutyl-1H-pyrazol-4-yl)-2-(1-ethyl-1H-pyrazol-4-yl)-1,3-thiazole-4-carboxamide C1(CCC1)N1N=CC(=C1)NC(=O)C=1N=C(SC1)C=1C=NN(C1)CC